C(C1=CC=CC=C1)O[C@@H](CCOCCOC1=CC=CC(=N1)C1=NN(C2=CC=C(C=C12)O[Si](C)(C)C(C)(C)C)C1OCCCC1)C [3-[6-[2-[(3R)-3-benzyloxybutoxy]ethoxy]-2-pyridyl]-1-tetrahydropyran-2-yl-indazol-5-yl]oxy-tert-butyl-dimethyl-silane